5-((1-(5-(4-Methylpiperazin-1-yl)pyridin-2-yl)-1H-imidazol-4-yl)amino)pyrazine-2-carbonitrile CN1CCN(CC1)C=1C=CC(=NC1)N1C=NC(=C1)NC=1N=CC(=NC1)C#N